N-((S)-1-cyclohexyl-2-((2S,4R)-4-fluoro-2-(4-(4-Fluorobenzoyl)thiazol-2-yl)pyrrolidin-1-yl)-2-oxoethyl)-2-(methylamino)propionamide C1(CCCCC1)[C@@H](C(=O)N1[C@@H](C[C@H](C1)F)C=1SC=C(N1)C(C1=CC=C(C=C1)F)=O)NC(C(C)NC)=O